C(C1=CC=CC=C1)(C1=CC=CC=C1)(C1=CC=CC=C1)[N@]1C(C1)C(=O)N1CNC[C@@H]1CC#N 2-((S)-3-((R)-1-trityl-aziridine-2-carbonyl)imidazolidin-4-yl)acetonitrile